3-(1-hydroxydodecyl)quinoxalin-2(1H)-one OC(CCCCCCCCCCC)C=1C(NC2=CC=CC=C2N1)=O